(±)-(1R,5S,8R)-2,4,4,8-Tetramethyl-8-vinylbicyclo[3.3.1]non-2-ene CC=1[C@@H]2[C@](CC[C@H](C(C1)(C)C)C2)(C=C)C |r|